C(C1=CC=CC=C1)C(C(=O)NC=1C=NC2=C(C=CC=C2C1C)F)(CC(F)(F)F)Cl 2-benzyl-2-chloro-4,4,4-trifluoro-N-(8-fluoro-4-methyl-3-quinolyl)butanamide